Methyl (dimethoxymethyl)phenylphosphinate COC(OC)P(OC)(=O)C1=CC=CC=C1